COC(CN1C(C2=CC=C(C=C2C2(CC2)C1)Br)=O)=O 2-(6-bromo-1-oxo-spiro[3H-isoquinoline-4,1'-cyclopropane]-2-yl)acetic acid methyl ester